phenyl-tolyl-amine C1(=CC=CC=C1)NC1=C(C=CC=C1)C